ethyl 2-((diphenylmethylene) amino)-4,4-difluoro-2-methylbutanoate C1(=CC=CC=C1)C(C1=CC=CC=C1)=NC(C(=O)OCC)(CC(F)F)C